C(C)N1C(C2=C3C(C(=CC=C13)S(=O)(=O)NCCNC(C)=O)=CC=C2)=O N-(2-(1-ethyl-2-oxo-1,2-dihydrobenzo[cd]indole-6-sulfonamido)ethyl)acetamide